4-(1-(3-fluoro-4-(methoxymethoxy)pyridin-2-yl)-1H-indazol-5-yl)piperazine-1-carboxylic acid tert-butyl ester C(C)(C)(C)OC(=O)N1CCN(CC1)C=1C=C2C=NN(C2=CC1)C1=NC=CC(=C1F)OCOC